NCC(O)(C=1C=NC(=CC1)C1=C2C(=NC=C1)NC=C2F)C2=CC=C(C=C2)Cl 2-amino-1-(4-chlorophenyl)-1-(6-(3-fluoro-1H-pyrrolo[2,3-b]pyridin-4-yl)pyridin-3-yl)ethan-1-ol